2-fluoro-4-methoxy-5-nitrobenzene FC1=CC=C(C(=C1)OC)[N+](=O)[O-]